C(C)[C@@]1(NC(N(C(C1)=O)C(C=1C=NC=C(C1)F)[C@H]1[C@@H](C1)C(NC1CC(OC2=CC=C(C=C12)F)(C)C)=O)=[NH2+])C [(4S)-4-ethyl-1-[[(1R,2R)-2-[(6-fluoro-2,2-dimethyl-chroman-4-yl)carbamoyl]cyclopropyl]-(5-fluoro-3-pyridyl)methyl]-4-methyl-6-oxo-hexahydropyrimidin-2-ylidene]ammonium